3-chloro-N2-methyl-5-(3-pyridyloxy)benzene-1,2-diamine ClC1=C(C(=CC(=C1)OC=1C=NC=CC1)N)NC